N,N-bis(4-isopropylphenyl)-1H-benzimidazole-1-carboxamide C(C)(C)C1=CC=C(C=C1)N(C(=O)N1C=NC2=C1C=CC=C2)C2=CC=C(C=C2)C(C)C